3-methylbicyclo[2.2.1]heptan-2-amine hydrochloride Cl.CC1C(C2CCC1C2)N